tert-butyl N-[4-fluoro-3-({2-[(3-methyl-1,2-thiazol-5-yl)amino]-5-[4-(trifluoromethyl)phenyl]pyrimidin-4-yl}amino)phenyl]carbamate FC1=C(C=C(C=C1)NC(OC(C)(C)C)=O)NC1=NC(=NC=C1C1=CC=C(C=C1)C(F)(F)F)NC1=CC(=NS1)C